cyclohexylidenebis[2-cyclohexyl-6-[(4-hydroxy-3,5-dimethylphenyl)methyl]phenol] C1(CCCCC1)(C=1C(=C(C(=CC1)CC1=CC(=C(C(=C1)C)O)C)O)C1CCCCC1)C=1C(=C(C(=CC1)CC1=CC(=C(C(=C1)C)O)C)O)C1CCCCC1